N-(1-(3-chlorophenyl)-6-(6-fluoropyridin-3-yl)-1H-pyrazolo[3,4-d]pyrimidin-4-yl)-5-nitrothiophene-2-carboxamide ClC=1C=C(C=CC1)N1N=CC=2C1=NC(=NC2NC(=O)C=2SC(=CC2)[N+](=O)[O-])C=2C=NC(=CC2)F